4,4-dioctoxybutanoic acid C(CCCCCCC)OC(CCC(=O)O)OCCCCCCCC